L-3,6-Dimethyl-1,4-dioxan-2,5-dion C[C@H]1C(OC(C(O1)=O)C)=O